CO[C@H]1[C@@H](O[C@@H]([C@H]1O)CO)N1C(=O)NC(=O)C=C1 2'-O-(methyl)uridine